N[C@H]1[C@@H](CCC1)CNC(=O)C1=CN(CCS1)C1=C2C(=NC=C1)NC=C2 N-(((1S,2R)-2-aminocyclopentyl)methyl)-4-(1H-pyrrolo[2,3-b]pyridin-4-yl)-3,4-dihydro-2H-1,4-thiazine-6-carboxamide